FC1(C(C1)C1=C(C=C(C(=N1)OC)N)F)F 6-(2,2-difluorocyclopropyl)-5-fluoro-2-methoxy-pyridin-3-amine